NC1=NC=NN2C1=CC=C2[C@H]2[C@@H]([C@@H]([C@@](O2)(C#N)COP(=O)(OC2=CC=CC=C2)N[C@H](C(=O)OCC(CC)CC)CC(C)C)O)O (2S)-2-ethylbutyl 2-(((((2R,3S,4R,5S)-5-(4-aminopyrrolo[2,1-f][1,2,4]triazin-7-yl)-2-cyano-3,4-dihydroxytetrahydrofuran-2-yl)methoxy)(phenoxy)phosphoryl)amino)-4-methylpentanoate